tert-Butyl (2-(6-((2S,5R)-4-((4-chlorophenyl)(3,3-difluorocyclobutyl)methyl)-2,5-dimethylpiperazin-1-yl)-2-hydrazineyl-9H-purin-9-yl)ethyl)(methyl)carbamate ClC1=CC=C(C=C1)C(N1C[C@@H](N(C[C@H]1C)C1=C2N=CN(C2=NC(=N1)NN)CCN(C(OC(C)(C)C)=O)C)C)C1CC(C1)(F)F